BrC1=C(C=C(C(=C1)C#N)F)OS(=O)(=O)C(F)(F)F 2-Bromo-4-cyano-5-fluorophenyl-trifluoromethanesulfonic acid